5-(4-fluorophenyl)-2-mercapto-1,3,4-oxadiazole FC1=CC=C(C=C1)C1=NN=C(O1)S